1-{(1r,4r)-4-[3-(6-methylpyridazin-3-yl)-1,2,4-oxadiazol-5-yl]cyclohexyl}methanamine CC1=CC=C(N=N1)C1=NOC(=N1)C1CCC(CC1)CN